(R)-3-(azetidin-1-yl)-2-methylpropionic acid N1(CCC1)C[C@H](C(=O)O)C